SC=1N=CN(C1CC(C(=O)O)N)C 3-(4-mercapto-1-methyl-imidazol-5-yl)-amino-propionic acid